cyclopentylmethylene-silylene-bis(4,7-diethylinden-1-yl)hafnium C1(CCCC1)C=[Si]=[Hf](C1C=CC2=C(C=CC(=C12)CC)CC)C1C=CC2=C(C=CC(=C12)CC)CC